C(C1=CC=CC=C1)N1CCCN2CCCC12 5-benzyl-1,5-diazabicyclo[4.3.0]nonane